C(C1=CC=CC=C1)(=O)[O-].[Zn+2].C(C1=CC=CC=C1)(=O)[O-] zinc benzoate